FC1=C(C=C(C=C1F)N1N=CC2=CC(=CC=C12)C1(CCN(CC1)S(=O)(=O)C)C)O 2,3-Difluoro-5-(5-(4-methyl-1-(methylsulfonyl)piperidin-4-yl)-1H-indazol-1-yl)phenol